2-hydroxy-5-tert-butyl-2H-benzotriazole ON1N=C2C(=N1)C=CC(=C2)C(C)(C)C